6-(3-chloro-6-fluorobenzo[b]thiophene-2-carboxamido)-2,4,5-trimethylpyridin-3-yl 5-chloropicolinate ClC=1C=CC(=NC1)C(=O)OC=1C(=NC(=C(C1C)C)NC(=O)C1=C(C2=C(S1)C=C(C=C2)F)Cl)C